C1(=CC=CC=C1)[C@@H]1C(OC(O1)=O)(CC)CC (R)-5-phenyl-4,4-diethyl-1,3-dioxolan-2-one